C1(CC1)N1CC2=C(CC1)SC(=C2)C2=CC1=C([N+](=C(N=[N+]1[O-])NCCC(=O)OC(C)C)[O-])C=C2 7-(5-cyclopropyl-4,5,6,7-tetrahydrothieno[3,2-c]pyridine-2-yl)-3-((3-isopropoxy-3-oxopropyl)amino)benzo[e][1,2,4]triazine-1,4-dioxide